(trimethylsilyl-propyl)trimethyl-ammonium chloride [Cl-].C[Si](C)(C)CCC[N+](C)(C)C